3-hydroxymethyl-methacrylamide OCC=C(C(=O)N)C